ClC=1C=C(C=CC1)N[C@@H]1C2=C(C=3N(CC1)N=NC3C)C=CC(=C2)C=2CCN(CC2)C(C)C (7S)-N-(3-chlorophenyl)-9-(isopropyl-1,2,3,6-tetrahydropyridin-4-yl)-1-methyl-6,7-dihydro-5H-benzo[c][1,2,3]triazolo[1,5-a]azepin-7-amine